benzyl 4-(N-((5-cyclopentylpyridin-2-yl)methyl)-2,2,2-trifluoroacetamido)-3-fluorobenzoate C1(CCCC1)C=1C=CC(=NC1)CN(C(C(F)(F)F)=O)C1=C(C=C(C(=O)OCC2=CC=CC=C2)C=C1)F